C(C)OC1=NC=CC=C1C1=NC(=C(C=C1)N1[C@@H](CC(CC1)C=1N(C=CN1)C1=C(C=C(C=C1)F)C(F)(F)F)CC)OCCNC [2-({2'-ethoxy-5-[(2R)-2-ethyl-4-{1-[4-fluoro-2-(trifluoromethyl)phenyl]-1H-imidazol-2-yl}piperidin-1-yl]-[2,3'-bipyridin]-6-yl}oxy)ethyl](methyl)amine